(1R,2S)-2-{3-[(6-cyclopropyl-3-methoxypyrazin-2-yl)amino]-1H-indazol-6-yl}-5'-methoxyspiro[cyclopropane-1,3'-indol]-2'(1'H)-one C1(CC1)C1=CN=C(C(=N1)NC1=NNC2=CC(=CC=C12)[C@@H]1C[C@@]12C(NC1=CC=C(C=C21)OC)=O)OC